N-(1'-(4-(2-methoxyethoxy)pyrimidin-2-yl)-1',2'-dihydrospiro[cyclopropan-1,3'-pyrrolo[3,2-c]pyridin]-6'-yl)acetamide COCCOC1=NC(=NC=C1)N1CC2(C=3C=NC(=CC31)NC(C)=O)CC2